tert-Butyl 2-(2-(5-chloro-2-((tetrahydro-2H-pyran-4-yl)amino)pyrimidin-4-yl)-8-oxo-5,6-dihydroimidazo[1,2-a]pyrazin-7(8H)-yl)propanoate ClC=1C(=NC(=NC1)NC1CCOCC1)C=1N=C2N(CCN(C2=O)C(C(=O)OC(C)(C)C)C)C1